4-bromo-1,5-dimethyl-1H-indazole BrC1=C2C=NN(C2=CC=C1C)C